Methyl 4-cyclopropyl-1-ethylimidazole-5-carboxylate C1(CC1)C=1N=CN(C1C(=O)OC)CC